1-[4-(tert-butoxycarbonyl)piperazin-1-yl]phthalazin-5-ylboronic acid C(C)(C)(C)OC(=O)N1CCN(CC1)C1=NN=CC2=C(C=CC=C12)B(O)O